The molecule is a member of the class of 1-benzofurans that is a lignan obtained by cyclodimerisation of ferulic acid. It has a role as a bacterial xenobiotic metabolite. It is an alpha,beta-unsaturated monocarboxylic acid, a member of 1-benzofurans, an aldehyde, a lignan and a member of guaiacols. It derives from a ferulic acid. It is a conjugate acid of a (+)-DCA-CL(1-). It is an enantiomer of a (-)-DCA-CL. COC1=CC(=CC2=C1O[C@@H]([C@H]2C=O)C3=CC(=C(C=C3)O)OC)/C=C/C(=O)O